(2,4,6-trichlorophenyl) (2S,5'R)-7-chloro-4-(difluoromethoxy)-1'-methoxy-5'-methyl-3,3'-dioxo-spiro[benzofuran-2,6'-cyclohexene]-6-carboxylate ClC1=C(C=C(C=2C([C@@]3([C@@H](CC(C=C3OC)=O)C)OC21)=O)OC(F)F)C(=O)OC2=C(C=C(C=C2Cl)Cl)Cl